triethanolamine 2-hydroxy-1,2,3-tridecanetricarboxylate OC(CC(=O)O)(C(CCCCCCCCCC)C(=O)O)C(=O)O.N(CCO)(CCO)CCO